(E)-2-(2-methoxystyryl)-4,4,5,5-tetramethyl-1,3,2-dioxaborolane COC1=C(/C=C/B2OC(C(O2)(C)C)(C)C)C=CC=C1